ClC1=C(C(=C(C=N1)C=O)NCC1=CC=C(C=C1)C=1N(C=C(N1)C(F)(F)F)C)F 6-chloro-5-fluoro-4-[({4-[1-methyl-4-(trifluoromethyl)imidazol-2-yl]phenyl}methyl)amino]pyridine-3-carbaldehyde